benzyl-N-methyl-5-[[(3S)-1-[2-oxo-2-[(2S)-2-cyanopyrrolidin-1-yl]ethyl]pyrrolidin-3-yl]amino]quinoline-8-carboxamide C(C1=CC=CC=C1)C1=NC2=C(C=CC(=C2C=C1)N[C@@H]1CN(CC1)CC(N1[C@@H](CCC1)C#N)=O)C(=O)NC